CCCCCCCCCCCCCCCCCCCCCCCCCCCCCCCCCCCCCCCCCCCCCCCCCCCCCCCCCCCC Hexacontan